tert-butyl (S)-4-(7'-(8-methylnaphthalen-1-yl)-2'-((1-methylpyrrolidin-2-yl)methoxy)-7',8'-dihydro-6'H-spiro[cyclopropane-1,5'-pyrido[3,4-d]pyrimidin]-4'-yl)piperazine-1-carboxylate CC=1C=CC=C2C=CC=C(C12)N1CC=2N=C(N=C(C2C2(C1)CC2)N2CCN(CC2)C(=O)OC(C)(C)C)OC[C@H]2N(CCC2)C